C(C)NC(C)=O N-ethyl-acetamide